(S)-(+)-2-(4-Butylphenyl)propionic acid C(CCC)C1=CC=C(C=C1)[C@@H](C(=O)O)C